4-(N-(3-(tert-butyl)-5-cyclopropylbenzyl)-2-(N-(4-cyanobenzyl)-(2,3,4,5,6-pentafluorophenyl)sulfonamido)acetamido)-3-cyclopropoxybenzoic acid C(C)(C)(C)C=1C=C(CN(C(CN(S(=O)(=O)C2=C(C(=C(C(=C2F)F)F)F)F)CC2=CC=C(C=C2)C#N)=O)C2=C(C=C(C(=O)O)C=C2)OC2CC2)C=C(C1)C1CC1